ClC=1N=C(C2=C(N1)C(=CS2)C(=O)O)N2[C@@H](COCC2)C (R)-2-chloro-4-(3-methylmorpholino)thieno[3,2-d]pyrimidine-7-carboxylic acid